7-methoxy-beta-carboline-1-propionic acid COC1=CC=C2C=3C=CN=C(C3NC2=C1)CCC(=O)O